5-(methoxymethyl)-2,7,10-trimethyl-1,4,7,10-tetraazacyclotetradecane COCC1NCC(NCCCCN(CCN(C1)C)C)C